3-ethylsulfinyl-pyridine-2-carbonitrile C(C)S(=O)C=1C(=NC=CC1)C#N